(S)-N-(1-(2-acetylaminophenyl)ethyl)-6-(4-chlorophenyl)-2-(1-methyl-1H-pyrazol-4-yl)-3-oxo-2,3-dihydropyridazine-4-carboxamide C(C)(=O)NC1=C(C=CC=C1)[C@H](C)NC(=O)C=1C(N(N=C(C1)C1=CC=C(C=C1)Cl)C=1C=NN(C1)C)=O